OC=1C(=CC2=C(OCO2)C1)C1SC2=C(N1)C=C(C=C2)C(=O)OCCOC(C(=C)C)=O 2-(methacryloyloxy)ethyl 2-(6-hydroxybenzo[1,3]dioxol-5-yl)-2H-benzothiazole-5-carboxylate